4,5,7-Trifluoro-1-(3'-hydroxy-[1,1'-biphenyl]-4-yl)-1H-indazol-6-ol FC1=C2C=NN(C2=C(C(=C1F)O)F)C1=CC=C(C=C1)C1=CC(=CC=C1)O